5-fluoro-7-methyl-1-(oxan-2-yl)indazol-3-ylboronic acid FC=1C=C2C(=NN(C2=C(C1)C)C1OCCCC1)B(O)O